(2S,6S)-6-[(benzyloxy)methyl]-2-methylmorpholine-3-one C(C1=CC=CC=C1)OC[C@H]1O[C@H](C(NC1)=O)C